C(=O)C=1C=C(C=CC1O)C1=CC(=CC=C1)NS(=O)(=O)C N-(3'-formyl-4'-hydroxy-[1,1'-biphenyl]-3-yl)methanesulfonamide